5-[8-(1,5-Dimethyl-6-oxo-7,8-dihydro-4H-pyrazolo[4,3-c]azepin-3-yl)-3-isoquinolyl]-N-methyl-pyridine-2-carboxamide CN1N=C(C=2CN(C(CCC21)=O)C)C=2C=CC=C1C=C(N=CC21)C=2C=CC(=NC2)C(=O)NC